COC(C(CC(C)C)C=1C(N(C=C(C1)C=COCC)C)=O)=O 2-(5-(2-ethoxyvinyl)-1-methyl-2-oxo-1,2-dihydropyridin-3-yl)-4-methylpentanoic acid methyl ester